2-(4-((4-(5-chloro-2-(4-chloro-1H-1,2,3-triazol-1-yl)phenyl)-5-methoxy-2-oxopyridin-1(2H)-yl)methyl)-1H-1,2,4-triazol-2-yl)benzoic acid ClC=1C=CC(=C(C1)C1=CC(N(C=C1OC)CN1CN(NC1)C1=C(C(=O)O)C=CC=C1)=O)N1N=NC(=C1)Cl